N'-(4-chlorobenzyl)-N''-(2,4-dichlorobenzyl)biguanide ClC1=CC=C(CN=C(N)N(C(=N)N)CC2=C(C=C(C=C2)Cl)Cl)C=C1